t-butyl {(1R)-1-[4-(benzylsulfanyl)phenyl]ethyl}carbamate C(C1=CC=CC=C1)SC1=CC=C(C=C1)[C@@H](C)NC(OC(C)(C)C)=O